1-(4-((5-(4-fluorobenzoyl)-2-((4-(4-methylpiperazin-1-yl)phenyl)amino)-7H-pyrrolo[2,3-d]pyrimidin-4-yl)amino)piperidin-1-yl)-3,3-dimethylbutan-1-one FC1=CC=C(C(=O)C2=CNC=3N=C(N=C(C32)NC3CCN(CC3)C(CC(C)(C)C)=O)NC3=CC=C(C=C3)N3CCN(CC3)C)C=C1